C(C)(C)(C)OC(=O)NC1=C(N=C(S1)C1CCO1)C(=O)OC methyl 5-{[(tert-butoxy) carbonyl] amino}-2-(oxetan-4-yl)-1,3-thiazole-4-carboxylate